FC(C(=NC(C)C)N)(F)F 2,2,2-trifluoro-N'-isopropyl-acetamidine